FC1=C(C(=C(C(=C1[B-](C1=C(C(=C(C(=C1F)F)F)F)F)(C1=C(C(=C(C(=C1F)F)F)F)F)C1=C(C(=C(C(=C1F)F)F)F)F)F)F)F)F.ClC1=[N+](C=CC=C1)CC1=CC=C(C=C1)OC 2-chloro-1-(4-methoxybenzyl)pyridinium tetrakis(pentafluorophenyl)borate